bis(dithiolate) nickel [Ni+2].S1SC(C=C1)C(=O)[O-].S1SC(C=C1)C(=O)[O-]